1-bromo-3-(1-bromo-4-((2-methylbut-3-yn-2-yl)oxy)butyl)benzene BrC1=CC(=CC=C1)C(CCCOC(C)(C#C)C)Br